(11R)-6-(2,6-dimethylphenyl)-7-ethyl-11-isobutyl-2,2-dioxo-12-spiro[2.3]hexan-5-yl-9-oxa-2λ6-thia-3,5,12,19-tetrazatricyclo[12.3.1.14,8]nonadeca-1(17),4(19),5,7,14(18),15-hexaen-13-one CC1=C(C(=CC=C1)C)C1=NC=2NS(C3=CC=CC(C(N([C@@H](COC(=C1CC)N2)CC(C)C)C2CC1(CC1)C2)=O)=C3)(=O)=O